2-({2-chloro-5-cyano-3-[(2S)-2-methyl-4-(oxetan-3-yl)piperazin-1-yl]phenyl}amino)-4-[(2,2-difluoroethyl)amino]pyrazolo[1,5-a][1,3,5]triazine-8-carbonitrile ClC1=C(C=C(C=C1N1[C@H](CN(CC1)C1COC1)C)C#N)NC1=NC=2N(C(=N1)NCC(F)F)N=CC2C#N